FC1=C(C#N)C=CC(=C1)CN(C1CCC(CC1)C(=O)N1CC(C2=NC(=CC=C21)C)(C)C)C 2-Fluoro-4-((methyl((1r,4r)-4-(3,3,5-trimethyl-2,3-dihydro-1H-pyrrolo[3,2-b]pyridine-1-carbonyl)cyclohexyl)amino)methyl)benzonitrile